methyl 2-[4-(tert-butoxycarbonyl)piperazin-1-yl]-6-(morpholin-4-yl)pyrimidine-4-carboxylate C(C)(C)(C)OC(=O)N1CCN(CC1)C1=NC(=CC(=N1)C(=O)OC)N1CCOCC1